FC1(CCC(CC1)C1=NC=CC(=C1NC(CC(C)C)=O)C1=C(C=CC(=C1)F)F)F N-(2-(4,4-difluorocyclohexyl)-4-(2,5-difluorophenyl)pyridin-3-yl)-3-methylbutanamide